BrC=1C=C2C3(C(NC2=CC1)=O)CCCC3 5'-Bromospiro[cyclopentane-1,3'-indole]-2'-one